2-fluoro-5-(trifluoromethyl)-benzoic acid FC1=C(C(=O)O)C=C(C=C1)C(F)(F)F